5-fluoro-1,4-dimethyl-indole FC=1C(=C2C=CN(C2=CC1)C)C